Cl.Cl.Cl.CN(CC)C N,N-dimethylethan-1-amine trihydrochloride